tert-butyl 2-[2-amino-4-(trifluoromethyl)phenyl]-1-ethylhydrazine-1-carboxylate NC1=C(C=CC(=C1)C(F)(F)F)NN(C(=O)OC(C)(C)C)CC